CC=1N=C(C=2N(C1)C=C(N2)NC(OC(C)(C)C)=O)C=2N=NN(C2)C2OCCCC2 tert-butyl N-[6-methyl-8-(1-tetrahydropyran-2-yltriazol-4-yl)imidazo[1,2-a]pyrazin-2-yl]carbamate